citranilate C(CC(O)(C(=O)NC1=CC=CC=C1)CC(=O)NC1=CC=CC=C1)(=O)[O-]